FC(C1=CC2=C(SC(=C2)C(N[C@H]2CCC[C@@H]3N(C2=O)[C@@H](CC3)C(=O)N3CC(C3)C=3C(=NN(C3)C)F)=O)C=C1)P(O)(O)=O (fluoro(2-(((3S,6S,9aS)-3-(3-(3-fluoro-1-methyl-1H-pyrazol-4-yl)azetidine-1-carbonyl)-5-oxooctahydro-1H-pyrrolo[1,2-a]azepin-6-yl)carbamoyl)benzo[b]thiophen-5-yl)methyl)phosphonic acid